2,2'-bis(2-hydroxyethoxy)-3,3'-bis(1-naphthyl)-1,1'-binaphthyl OCCOC1=C(C2=CC=CC=C2C=C1C1=CC=CC2=CC=CC=C12)C1=C(C(=CC2=CC=CC=C12)C1=CC=CC2=CC=CC=C12)OCCO